4-hydroxy-6-(4-hydroxyphenyl)hex-3,5-diene-2-one OC(=CC(C)=O)C=CC1=CC=C(C=C1)O